2-(phenylamino)ethan-1-ol C1(=CC=CC=C1)NCCO